CC1=CC(=NO1)[C@@](C)(C#C)O (R)-2-(5-methyl-1,2-oxazol-3-yl)but-3-yn-2-ol